3,3,4-Trimethyl-pent-4-en-2-one CC(C(C)=O)(C(=C)C)C